2,2-dimethyl-N-[[4-[5-(trifluoromethyl)-1,2,4-oxadiazol-3-yl]phenyl]methyl]-propionamide CC(C(=O)NCC1=CC=C(C=C1)C1=NOC(=N1)C(F)(F)F)(C)C